Zirconium silicat [Si]([O-])([O-])([O-])[O-].[Zr+4]